1-(1-(2-fluoroacryloyl)azetidin-3-yl)-3-(4-(trifluoromethyl)phenyl)-1H-pyrazolo[3,4-b]pyridine 7-oxide FC(C(=O)N1CC(C1)N1N=C(C=2C1=[N+](C=CC2)[O-])C2=CC=C(C=C2)C(F)(F)F)=C